NC1=NC(=NC=2N1N=C(N2)C=2OC=CC2)NCCC2=CC=C(C=C2)NC(C(CO)(C)C)=O N-(4-(2-((7-amino-2-(furan-2-yl)-[1,2,4]triazolo[1,5-a][1,3,5]triazin-5-yl)amino)ethyl)phenyl)-3-hydroxy-2,2-dimethylpropionamide